(2R)-N-(4-chlorophenyl)-2-(cis-4-(6-fluoroquinolin-4-yl)cyclohexyl)propionamide ClC1=CC=C(C=C1)NC([C@H](C)[C@@H]1CC[C@@H](CC1)C1=CC=NC2=CC=C(C=C12)F)=O